C(#N)C=1C=NN2C1C(=CC(=C2)OCC(C)(C)O)C=2C=CC(=NC2)N2CC1N(C(C2)C1)C([C@@H](C1=CC=C(C=C1)F)NC(OC(C)(C)C)=O)=O tert-butyl ((1R)-2-(3-(5-(3-cyano-6-(2-hydroxy-2-methyl propoxy)pyrazolo[1,5-a]pyridin-4-yl)pyridin-2-yl)-3,6-diazabicyclo[3.1.1]heptan-6-yl)-1-(4-fluorophenyl)-2-oxoethyl)carbamate